C(C)(C)(C)C1=CC=C(C(=O)[O-])C=C1.[Al+3].C(C)(C)(C)C1=CC=C(C(=O)[O-])C=C1.C(C)(C)(C)C1=CC=C(C(=O)[O-])C=C1 aluminum (4-t-butylbenzoate)